N-methyl-4-[{4-[({3-[methyl(methylsulfonyl)amino]pyridin-2-yl}methyl)amino]-5-(trifluoromethyl)pyrimidin-2-yl}amino]benzamide CNC(C1=CC=C(C=C1)NC1=NC=C(C(=N1)NCC1=NC=CC=C1N(S(=O)(=O)C)C)C(F)(F)F)=O